CS(=O)(=O)OCCN1C(SC=2C=3N(C(=NC21)N)N=C(N3)C=3OC=CC3)=O 2-(5-amino-8-(furan-2-yl)-2-oxothiazolo[5,4-e][1,2,4]triazolo[1,5-c]pyrimidin-3(2H)-yl)ethyl methanesulfonate